2'-chloro-5'-methoxy-6-methyl-N-(5-methyl-[1,3]thiazolo[5,4-d]pyrimidin-2-yl)-[4,4'-bipyridine]-3-carboxamide ClC1=NC=C(C(=C1)C1=C(C=NC(=C1)C)C(=O)NC=1SC=2N=C(N=CC2N1)C)OC